di(n-propyl) peroxydicarbonate C(=O)(OCCC)OOC(=O)OCCC